BrC(C(=O)OC(C(C)C)C(C)C)F 2,4-dimethylpent-3-yl 2-bromo-2-fluoroacetate